methylene disalicylate C(C=1C(O)=CC=CC1)(=O)OCOC(C=1C(O)=CC=CC1)=O